3-[3-(Oxazol-2-yl)prop-1-yn-1-yl]Quinolin-4-amine O1C(=NC=C1)CC#CC=1C=NC2=CC=CC=C2C1N